CN1N=C(C=C1C)NC1=NC=C(C(=N1)C1=CNC2=C(C=CC=C12)N1C(C2=NC=C(C=C2C1)C)=O)C 6-(3-(2-((1,5-dimethyl-1H-pyrazol-3-yl)amino)-5-methylpyrimidin-4-yl)-1H-indol-7-yl)-3-methyl-5,6-dihydro-7H-pyrrolo[3,4-b]pyridin-7-one